COC(CC(CCC=C)(CC)N[S@](=O)C(C)(C)C)=O 3-(((R)-tert-butylsulfinyl)amino)-3-ethylhept-6-enoic acid methyl ester